Cl.N1CCC(CC1)OCC(=O)OC Methyl 2-(piperidin-4-yloxy)acetate, hydrochloride